ClC1=C2C=3C(=NC=NC3C=C1C1=C(C(=CC(=N1)N)C)C(F)(F)F)N(CCO2)C(C)C2=CN=CN2COCC[Si](C)(C)C 6-(8-chloro-4-(1-(1-((2-(trimethylsilyl)ethoxy)methyl)-1H-imidazol-5-yl)ethyl)-5,6-dihydro-4H-[1,4]oxazepino[5,6,7-de]quinazolin-9-yl)-4-methyl-5-(trifluoromethyl)pyridin-2-amine